2-Butoxyethylacrylat C(CCC)OCCOC(C=C)=O